NC1=NC(=C(C=2N1C=C(N2)C(=O)NCC)C2=CC=C(C=C2)C(N)=O)C2=CC(=CC=C2)C#N 5-amino-8-(4-carbamoylphenyl)-7-(3-cyanophenyl)-N-ethylimidazo[1,2-c]pyrimidine-2-carboxamide